N2-(benzo[d][1,3]dioxol-5-yl)-N4-(2,3-dihydro-1H-inden-2-yl)-5-(trifluoromethyl)pyrimidine-2,4-diamine O1COC2=C1C=CC(=C2)NC2=NC=C(C(=N2)NC2CC1=CC=CC=C1C2)C(F)(F)F